C(C(C)C)C=1C(=C(C(C(=O)O)=CC1)C(=O)O)CC(C)C.C(C=1C(C(=O)OCC(C)C)=CC=CC1)(=O)OCC(C)C diisobutyl phthalate (Diisobutyl phthalate)